OC1=CC=C(C(=O)OC)C=C1 Methyl 4-Hydroxybenzoate